C(C)OC(=O)C1=CC(=NN1COCC[Si](C)(C)C)Br 3-bromo-1-(2-trimethylsilylethoxymethyl)pyrazole-5-carboxylic acid ethyl ester